C[C@@]1(OC2=C(C(=C(C(=C2CC1)C)OCCCC(=O)OC(C)(C)C)C)C)CCC[C@@H](CCC[C@@H](CCCC(C)C)C)C tert-butyl 4-({(2R)-2,5,7,8-tetramethyl-2-[(4R,8R)-4,8,12-trimethyltridecyl]-3,4-dihydro-2H-chromen-6-yl}oxy)butanoate